N1(C=NC=C1)CCCC#CC1=C2CN(C(C2=CC=C1)=O)C1C(NC(CC1)=O)=O 3-(4-(5-(1H-imidazol-1-yl)pent-1-yn-1-yl)-1-oxoisoindolin-2-yl)piperidine-2,6-dione